5,10-bis[4-(3-hydroxypropyl-dimethylammonio)butyl]-5,10-dihydrophenazine OCCC[N+](CCCCN1C=2C=CC=CC2N(C2=CC=CC=C12)CCCC[N+](C)(C)CCCO)(C)C